o-chloromethyl-aniline ClCC1=C(N)C=CC=C1